FC(CN1N=CC=2C1=CN=C(C2)C(CC)NC(CC2=CC=C(C=C2)C(F)(F)F)=O)(F)F N-(1-(1-(2,2,2-trifluoroethyl)-1H-pyrazolo[3,4-c]pyridin-5-yl)propyl)-2-(4-(trifluoromethyl)phenyl)acetamide